tert-butyl (3S)-3-[[4-[6-(3,3-difluoro-4-hydroxy-pyrrolidine-1-carbonyl)-1H-indol-3-yl]-5-(trifluoromethyl)pyrimidin-2-yl]amino]piperidine-1-carboxylate FC1(CN(CC1O)C(=O)C1=CC=C2C(=CNC2=C1)C1=NC(=NC=C1C(F)(F)F)N[C@@H]1CN(CCC1)C(=O)OC(C)(C)C)F